N-(3,3-dimethyltetrahydro-2H-pyran-4-yl)-6-(1-methyl-1H-pyrazol-3-yl)-4-((6-(1-methyl-1H-pyrazol-4-yl)pyridin-3-yl)methyl)picolinamide CC1(COCCC1NC(C1=NC(=CC(=C1)CC=1C=NC(=CC1)C=1C=NN(C1)C)C1=NN(C=C1)C)=O)C